C12C=C(CC(CC1)N2)C2=NN1C(S2)=NC(=C1)C1=CC2=CN(N=C2C(=C1)C#N)C 5-[2-(8-Azabicyclo[3.2.1]oct-2-en-3-yl)imidazo[2,1-b][1,3,4]thiadiazol-6-yl]-2-methyl-2H-indazol-7-carbonitril